1-(2,2-dimethoxyethyl)-3-(4-methoxyphenyl)urea COC(CNC(=O)NC1=CC=C(C=C1)OC)OC